CC1(CNC2=NC(=NC(=N2)N)N)CC=CC=C1 1-methylbenzyl-melamine